((1s,3s)-3-Hydroxy-3-methylcyclobutyl)(7-(4-methoxy-3-(trifluoromethyl)phenyl)-2-azaspiro[3.5]nonan-2-yl)methanon OC1(CC(C1)C(=O)N1CC2(C1)CCC(CC2)C2=CC(=C(C=C2)OC)C(F)(F)F)C